dimethylsilylidenebis(indenyl)zirconium dichloride [Cl-].[Cl-].C[Si](C)=[Zr+2](C1C=CC2=CC=CC=C12)C1C=CC2=CC=CC=C12